urea potassium salt [K].NC(=O)N